2-amino-5-{(rac)-1-[(1H-imidazol-2-yl)methyl]-5',6'-dihydrospiro[pyrrolidine-3,4'-pyrrolo[1,2-b]pyrazol]-2'-yl}pyridine-3-carbonitrile NC1=NC=C(C=C1C#N)C=1C=C2N(N1)CC[C@]21CN(CC1)CC=1NC=CN1 |r|